NC=1C=C(C=C(C1)C(F)(F)F)[C@@H](C)NC(=O)C1=NN(C(C=C1)=O)C1=C(C=CC=C1)O N-[(1R)-1-[3-amino-5-(trifluoromethyl)phenyl]ethyl]-1-(2-hydroxyphenyl)-6-oxo-pyridazine-3-carboxamide